(1R,3S,4R)-N-((S)-1-cyano-2-((R)-2-oxopiperidin-3-yl)ethyl)-2-(2,7-difluoro-9-hydroxy-9H-fluorene-9-carbonyl)-5,5-difluoro-2-azabicyclo[2.2.2]octane-3-carboxamide C(#N)[C@H](C[C@@H]1C(NCCC1)=O)NC(=O)[C@H]1N([C@H]2CC([C@@H]1CC2)(F)F)C(=O)C2(C1=CC(=CC=C1C=1C=CC(=CC21)F)F)O